C(C)(C)N1N=C(C=C1)C1=C(C2=C(N=C(N=C2NC[C@@H]2[C@@H](CC2)COC)C=2N(C=CN2)C)S1)C |r| rac-6-(1-Isopropyl-1H-pyrazol-3-yl)-N-(((1S,2R)-2-(methoxymethyl)cyclobutyl)methyl)-5-methyl-2-(1-methyl-1H-imidazol-2-yl)thieno[2,3-d]pyrimidin-4-amine